COC(C(=C)N(C)C)=O N,N-dimethylaminoacrylic acid methyl ester